CC=1C(=CNC1)C=O 4-METHYL-1H-PYRROLE-3-CARBALDEHYDE